CN(C)CC1CN(CCC1(O)C1=C(C(=O)N)C=CC=C1)CCC1=CC=C(C=C1)O (3-((dimethylamino)methyl)-4-hydroxy-1-(4-hydroxyphenylethyl)-piperidin-4-yl)benzamide